1-butyl-2,3-dimethylimidazolium chloride salt [Cl-].C(CCC)N1C(=[N+](C=C1)C)C